NC1=NC=CC(=C1)C1=NC=CC(=C1)C=1C=C(C=CC1C)NC(=O)C=1N=NC=C(C1)C(F)(F)F N-(3-(2'-amino-[2,4'-bipyridin]-4-yl)-4-methylphenyl)-5-(trifluoromethyl)pyridazine-3-carboxamide